BrC=1C(=CC2=C(N(C[C@H](N(S2(=O)=O)C)CCCC)CC2=CC=C(C=C2)OC)C1)OC (R)-7-bromo-3-butyl-8-methoxy-5-(4-methoxybenzyl)-2-methyl-2,3,4,5-tetrahydrobenzo[f][1,2,5]thiadiazepine 1,1-dioxide